ClC=1C(=NOC1NS(=O)(=O)C1=CC=CC=C1)CC N-(4-chloro-3-ethyl-isoxazol-5-yl)benzenesulfonamide